CN(C(C(=O)C1=CC=C(C=C1)N1CCOCC1)(CC)CC1=CC=C(C=C1)C)C 2-(dimethylamino)-2-(4-methylbenzyl)-1-(4-morpholinylphenyl)butan-1-one